3-(benzylthio)-2,4,5-trifluoro-N-methylbenzamide C(C1=CC=CC=C1)SC=1C(=C(C(=O)NC)C=C(C1F)F)F